N-[2-(4-imidazolyl)ethyl]acrylamide N1C=NC(=C1)CCNC(C=C)=O